ClC1=CC(=C(C=C1)[C@@]1(OC2=C(O1)C=CC=C2C2CCN(CC2)CC2=NC=C(C(N)=NO)C=C2CS(=O)(=O)C)C)F (S)-6-((4-(2-(4-chloro-2-fluorophenyl)-2-methylbenzo[d][1,3]dioxol-4-yl)piperidin-1-yl)methyl)-N'-hydroxy-5-((methylsulfonyl)methyl)nicotinimidamide